2-ethyl-5-(3-methoxy-1-(1-methylpiperidin-4-yl)-1H-pyrazol-4-yl)-3-(6-methoxypyridin-3-yl)-1-tosyl-1H-pyrrolo[2,3-b]pyridine C(C)C1=C(C=2C(=NC=C(C2)C=2C(=NN(C2)C2CCN(CC2)C)OC)N1S(=O)(=O)C1=CC=C(C)C=C1)C=1C=NC(=CC1)OC